ClC1=CC=C(C=C1)NN(C(C(=O)NC1=C(C(=O)O)C=CC=C1)CC1=CC=CC=C1)C(C=O)=O 2-(2-(((4-chlorophenyl)amino)-2-oxoacetylamino)-3-phenylpropionamido)benzoic acid